[N-](S(=O)(=O)C(F)(F)F)S(=O)(=O)C(F)(F)F.C(C)[N+](CCCC)(CC)CC triethyl-N-butylammonium bis(trifluoromethanesulfonyl)imide salt